N-undecyloctane-1,8-diamine C(CCCCCCCCCC)NCCCCCCCCN